4-[[3-[4-(difluoromethoxy)phenyl]imidazo[1,2-a]pyrazin-8-yl]amino]-2-methyl-N-(2-methyl-1-morpholin-4-ylpropan-2-yl)benzamide FC(OC1=CC=C(C=C1)C1=CN=C2N1C=CN=C2NC2=CC(=C(C(=O)NC(CN1CCOCC1)(C)C)C=C2)C)F